CN1CC(C1)(C)[C@@](C=1C=C(C=CC1)C1=NOC(=N1)CCC1=CC(=NO1)O)(C1=CC=C(C=C1)C(C)C)O (S)-5-[2-(3-{3-[(1,3-Dimethyl-azetidin-3-yl)-hydroxy-(4-isopropyl-phenyl)-methyl]-phenyl}-[1,2,4]oxadiazol-5-yl)-ethyl]-isoxazol-3-ol